rac-(1S*,2S*)-2-(3-chlorophenyl)-N-(5-((4-((3-cyclopropyl-1H-pyrazol-1-yl)methyl)benzyl)oxy)pyridazin-3-yl)cyclopropane-1-carboxamide ClC=1C=C(C=CC1)[C@@H]1[C@H](C1)C(=O)NC=1N=NC=C(C1)OCC1=CC=C(C=C1)CN1N=C(C=C1)C1CC1 |r|